S1C(=CC=C1)O thienol